Tin (II) iodide [Sn](I)I